C1C[C@H](N2C[C@@H]1N(C2=O)OCC3=CC=CC=C3)C(=O)N (1R,2S,5R)-6-(benzyloxy)-7-oxo-1,6-diazabicyclo[3.2.1]octane-2-carboxamide